1-((2S,3aS,6R,7aR)-3-hydroxyhexahydro-1H-2,6-methanopyrrolo[3,2-b]pyridin-4(2H)-yl)-2-methoxyethanone OC1[C@H]2N[C@H]3[C@@H]1N(C[C@H](C3)C2)C(COC)=O